ClC1=C(C=C(C=C1)Cl)C1=CC(=CC=C1)Cl 2,3',5-Trichlorobiphenyl